C(N)(OC(C1=CC=CC=C1)C1CCN(CC1)S(NC)(=O)=O)=O [1-(methylsulfamoyl) piperidin-4-yl]Benzyl carbamate